CC(C(OCCOC(CCN(CCC(=O)OCCOC(C(CSCCCCCCCC)C)=O)CCNCCN(CCNCCN(CCC(=O)OCCOC(C(CSCCCCCCCC)C)=O)CCC(OCCOC(C(CSCCCCCCCC)C)=O)=O)CCC(OCCOC(C(CSCCCCCCCC)C)=O)=O)=O)=O)CSCCCCCCCC 1,19-Bis[2-[2-methyl-3-(octylthio)-1-oxopropoxy]ethyl] 4,10,16-tris[3-[2-[2-methyl-3-(octylthio)-1-oxopropoxy]ethoxy]-3-oxopropyl]-4,7,10,13,16-pentaazanonadecanedioate